NC1=NC(=C2N(C(N(C2=N1)CC1=CC=C(C=C1)OC)=O)CCCC)Cl 2-Amino-7-butyl-6-chloro-9-(4-methoxybenzyl)-7,9-dihydro-8H-purin-8-one